5-(2-hydroxy-propan-2-yl)biphenyl-3-sulfonamide OC(C)(C)C=1C=C(C=C(C1)C1=CC=CC=C1)S(=O)(=O)N